1,4-diphenyldiacetylene C1=CC=C(C=C1)C#CC#CC2=CC=CC=C2